4-(2,2-difluoroacetyl)benzoic acid FC(C(=O)C1=CC=C(C(=O)O)C=C1)F